N[C@H]1[C@@H](O)O[C@@H]([C@H]([C@@H]1O[C@H](C)C(=O)O)O)CO 2-amino-3-O-[(R)-1-carboxyethyl]-2-deoxy-α-D-glucopyranose